tert-butyl (S)-(1-((3,5-dibromopyridin-2-yl)oxy)-3-phenylpropan-2-yl)carbamate BrC=1C(=NC=C(C1)Br)OC[C@H](CC1=CC=CC=C1)NC(OC(C)(C)C)=O